butoxy-7-(3-methoxy-4-(piperazin-1-yl)benzyl)imidazo[2,1-f][1,2,4]triazin-4-amine C(CCC)OC1=NN2C(C(=N1)N)=NC=C2CC2=CC(=C(C=C2)N2CCNCC2)OC